(4-chloro-2,6-difluoro-phenyl)methanamine ClC1=CC(=C(C(=C1)F)CN)F